C(CCCCCCCCCCCCCCCCCCCC)OCCO 2-(heneicosanoxy)ethan-1-ol